Diaminobutaneamine NC(CCC)(N)N